2-chloro-6-ethoxy-4-(1-(4-methyl-4H-1,2,4-triazol-3-yl)-3-methylenecyclobutyl)pyridine ClC1=NC(=CC(=C1)C1(CC(C1)=C)C1=NN=CN1C)OCC